C/C(/C=C)=C\CCC(=C)C (3E)-3,7-dimethylocta-1,3,7-triene